NC1(CCC1)C1=CC=C(C=C1)N1C(=NC=2C1=NC(=CC2)C=2C=C(C=CC2)CCC(=O)NCCCCCCCCNC2=C1C(N(C(C1=CC=C2)=O)C2C(NC(CC2)=O)=O)=O)C=2C(=NC=CC2)N 3-(3-(3-(4-(1-aminocyclobutyl)phenyl)-2-(2-aminopyridin-3-yl)-3H-imidazo[4,5-b]pyridin-5-yl)phenyl)-N-(8-((2-(2,6-dioxopiperidin-3-yl)-1,3-dioxoisoindolin-4-yl)amino)octyl)propanamide